CC1=C(N=CN1)C.[Co] cobalt dimethyl-imidazole